2-vinylbenzoic acid C(=C)C1=C(C(=O)O)C=CC=C1